(Z)-2-((1H-indol-5-yl)amino)-5-(benzo[d]thiazol-6-ylmethylene)-3,5-dihydro-4H-imidazol-4-one N1C=CC2=CC(=CC=C12)NC1=N\C(\C(N1)=O)=C/C1=CC2=C(N=CS2)C=C1